(4-(2-(5-(pentyloxy)pentyl)hydrazine-1-carbonyl)benzyl)pyrimidine-5-carboxamide C(CCCC)OCCCCCNNC(=O)C1=CC=C(CC2=NC=C(C=N2)C(=O)N)C=C1